N1(CC2(C3=CC=CC=C13)CCC1(CC2)CC1)C(=O)C1=CC(=CC=C1)S(=O)(=O)N1CCCC1 dispiro[cyclopropane-1,1'-cyclohexane-4',3''-indolin]-1''-yl(3-(pyrrolidin-1-ylsulfonyl)phenyl)methanone